4-(thien-3-yl)butyronitrile S1C=C(C=C1)CCCC#N